1-((1H-indol-5-yl)sulfonyl)-N-(4-(sec-butyl)-3-fluorophenyl)-1H-pyrazole-3-carboxamide N1C=CC2=CC(=CC=C12)S(=O)(=O)N1N=C(C=C1)C(=O)NC1=CC(=C(C=C1)C(C)CC)F